FC1=CC=C(C=C1)[C@H](C(=O)NC1=NC=CC(=C1)C1=C(C=2C(N(C=CC2N1)C)=O)C1=CC=CC=C1)C (2R)-2-(4-fluorophenyl)-N-[4-(5-methyl-4-oxo-3-phenyl-4,5-dihydro-1H-pyrrolo[3,2-c]pyridin-2-yl)pyridin-2-yl]propanamide